((1R,5S,6S)-3-benzyl-3-azabicyclo[3.1.0]hexan-6-yl)methanamine C(C1=CC=CC=C1)N1C[C@@H]2C([C@@H]2C1)CN